FC(CN1CCC(CC1)C=1C(=C2C(=NC(=NN2C1)N)OC)C=1C=C2N=CC=NC2=CC1)F (1-(2,2-difluoroethyl)piperidin-4-yl)-4-methoxy-5-(quinoxalin-6-yl)pyrrolo[2,1-f][1,2,4]triazin-2-amine